(14-((5-chloro-2-(((9-(1-methyl-1H-pyrazol-4-yl)-2-morpholinyl-9H-purin-6-yl)amino)methyl)-1H-benzo[d]imidazol-6-yl)amino)-3,6,9,12-tetraoxatetradecyl)carbamic acid benzyl ester C(C1=CC=CC=C1)OC(NCCOCCOCCOCCOCCNC=1C(=CC2=C(NC(=N2)CNC2=C3N=CN(C3=NC(=N2)N2CCOCC2)C=2C=NN(C2)C)C1)Cl)=O